2-(3-methoxy-4-((3-(4-methoxy-3-(pentyloxy)phenyl)-5-methyl-2-oxotetrahydropyrimidin-1(2H)-yl)methyl)phenyl)-N,N-dimethylacetamide COC=1C=C(C=CC1CN1C(N(CC(C1)C)C1=CC(=C(C=C1)OC)OCCCCC)=O)CC(=O)N(C)C